COC1CC=2N(C3=C(C1)C=C(C=C3)C(F)(F)F)C(=NN2)[C@@H]2CC[C@H](CC2)OC2=NC=CC=C2 5-methoxy-1-[trans-4-(pyridin-2-yloxy)cyclohexyl]-8-(trifluoromethyl)-5,6-dihydro-4H-[1,2,4]triazolo[4,3-a][1]benzazepine